tert-butyl 4-(5-chloro-4-((2,6-dioxopiperidin-3-yl)amino)-2-fluorophenyl)piperazine-1-carboxylate ClC=1C(=CC(=C(C1)N1CCN(CC1)C(=O)OC(C)(C)C)F)NC1C(NC(CC1)=O)=O